4-[4-[2-(cyclobutoxy)thiazol-4-yl]-2,6-difluoro-N-methyl-anilino]butanoic acid C1(CCC1)OC=1SC=C(N1)C1=CC(=C(N(C)CCCC(=O)O)C(=C1)F)F